ClCCOCCOCCOCC(=O)Cl 2-(2-(2-(2-chloroethoxy)ethoxy)ethoxy)acetyl chloride